6-(imidazo[1,2-a]pyridine-3-carbonyl)-5,7-dihydro-4H-thieno[2,3-c]pyridine-3-carboxylic acid N=1C=C(N2C1C=CC=C2)C(=O)N2CC1=C(CC2)C(=CS1)C(=O)O